C[O-].[Na+] sodium methoxide salt